FC(OC=1C=C(C=CC1)C12CN(CC2C1)C(=O)C1CC2(C1)NC(OC2)=O)(F)F (rac)-(2s,4s)-2-(1-(3-(Trifluoromethoxy)phenyl)-3-azabicyclo[3.1.0]hexan-3-carbonyl)-7-oxa-5-azaspiro[3.4]octan-6-on